COC=1C=C(C=C(C1)OC)C1=CC(=NN1C=1C=CC=C2C=NN(C12)C)COC(C(=O)OC)(C)C Methyl 2-([5-(3,5-dimethoxyphenyl)-1-(1-methyl-1H-indazol-7-yl)-1H-pyrazol-3-yl]methoxy)-2-methylpropanoate